NC1=NC=2C=NC(=CC2C2=C1[C@@H](OC2)C)C(=O)N(C)CC2=NC=C(C=C2)Br (3S)-4-amino-N-((5-bromo-2-pyridinyl)methyl)-N,3-dimethyl-1,3-dihydrofuro[3,4-c][1,7]naphthyridine-8-carboxamide